N-(2-fluorobenzyl)-4-(5-methyl-2-((1-methyl-1H-pyrazol-5-yl)amino)pyrimidin-4-yl)oxazole-2-carboxamide FC1=C(CNC(=O)C=2OC=C(N2)C2=NC(=NC=C2C)NC2=CC=NN2C)C=CC=C1